ClC1=C(C=C2C=C(N=CC2=C1)NC(=O)[C@@H]1C([C@H]1[C@@H]1OCCCC1)(C)C)N1CCN(CC1)[C@@]1(COC[C@@H]1O)C (1S,2R,3S)-N-[7-chloro-6-[4-((3R,4R)-4-hydroxy-3-methyl-tetrahydrofuran-3-yl)piperazin-1-yl]-3-isoquinolyl]-2,2-dimethyl-3-tetrahydropyran-2-yl-cyclopropanecarboxamide